3-(5-{[4-(aminomethyl)phenyl]methoxy}-1-(2-methoxybenzoyl)-1H-pyrazol-3-yl)-1-(3-hydroxypyrrolidine-1-carbonyl)-4-(trifluoromethyl)pyrrolidin-2-one NCC1=CC=C(C=C1)COC1=CC(=NN1C(C1=C(C=CC=C1)OC)=O)C1C(N(CC1C(F)(F)F)C(=O)N1CC(CC1)O)=O